S1C(=NC2=C1C=CC=C2)NC(=O)C=2C=CC=C1CCN(CC21)C2=CC=C(C(=N2)C(=O)O)C2=C(C(=CC=C2)OCCCC2CCNCC2)C 6-(8-(benzo[d]thiazol-2-ylcarbamoyl)-3,4-dihydroisoquinolin-2(1H)-yl)-3-(2-methyl-3-(3-(piperidin-4-yl)propoxy)phenyl)picolinic acid